OC1=CC=C2C=CC=C(C2=C1)NC(=N)NC(=N)N 1-(7-hydroxy-1-naphthyl)biguanide